BrC1=CC(=C(C=C1)S(=O)(=O)C(F)F)C 4-bromo-1-(difluoromethylsulfonyl)-2-methyl-benzene